N(=C=O)CC1C2C(CC(C1)C2)CN=C=O 2,6-Bis(isocyanatomethyl)-bicyclo[2.2.1]heptan